F[B-](F)(F)F.FC(C)[P+](C1=CC=CC=C1)(C1=CC=CC=C1)C1=CC=CC=C1 1-fluoroethyl-triphenylphosphonium tetrafluoroborate